(1-phenylpropa-1,2-dien-1-yl)di-o-tolylphosphine oxide C1(=CC=CC=C1)C(=C=C)P(C1=C(C=CC=C1)C)(C1=C(C=CC=C1)C)=O